N-[5-[3-(methanesulfonamido)phenyl]-1-methyl-2-oxopyridin-3-yl]acetamide CS(=O)(=O)NC=1C=C(C=CC1)C=1C=C(C(N(C1)C)=O)NC(C)=O